FC1(C[C@H](CC1)N(C1=CC=C(C=N1)CNC(OC(C)(C)C)=O)C)F tert-Butyl (S)-((6-((3,3-difluorocyclopentyl)(methyl)amino)pyridin-3-yl)methyl)carbamate